5-methyl-4-nitro-1H-1,3-benzodiazole CC1=C(C2=C(NC=N2)C=C1)[N+](=O)[O-]